N[C@@]1(CN(CC1)C1=C(C=NC=C1C1=CC(=CC(=C1)F)F)C(=O)NC(C1CCCCC1)C1CCCCC1)C 4-[(3S)-3-amino-3-methylpyrrolidin-1-yl]-N-(dicyclohexylmethyl)-5-(3,5-difluorophenyl)pyridine-3-carboxamide